3-(5-isopropyl-2-pyridyl)-N-methyl-4-[[5-(trifluoromethyl)-2-pyridyl]amino]benzenesulfonamide C(C)(C)C=1C=CC(=NC1)C=1C=C(C=CC1NC1=NC=C(C=C1)C(F)(F)F)S(=O)(=O)NC